C(N)(=O)C=1C(=NC(=C(N1)CC)NC)NC=1C=C(OCCCNC([C@H](C)N(C(OC(C)(C)C)=O)C)=O)C=CC1 tert-butyl (S)-(1-((3-(3-((3-carbamoyl-5-ethyl-6-(methylamino)pyrazin-2-yl)amino)phenoxy)propyl)amino)-1-oxopropan-2-yl)(methyl)carbamate